C(C)OC(=O)C=1NC(=C(C1C)CC)C 2-ethoxycarbonyl-4-ethyl-3,5-dimethylpyrrole